O=C1C(C(CC1)CC(=O)OCCC)C\C=C/CC propyl 2-(3-oxo-2-((Z)-pent-2-en-1-yl)cyclopentyl)acetate